acryloyloxymethyl-3-phenylpropylene oxide C(C=C)(=O)OCC1C(CC2=CC=CC=C2)O1